succinimidyl-glutarimide C1(CCC(N1C1C(=O)NC(CC1)=O)=O)=O